6-bromo-N,N-diphenylpyrene-1-amine BrC1=C2C=CC3=CC=C(C4=CC=C(C=C1)C2=C43)N(C4=CC=CC=C4)C4=CC=CC=C4